(S)-(3-Amino-2-fluorophenyl)((R)-1-methyl-2-azabicyclo[2.1.1]hexan-3-yl)methanol hydrochloride Cl.NC=1C(=C(C=CC1)[C@H](O)[C@@H]1NC2(CC1C2)C)F